N4-(2,6-dichlorobenzyl)-N2-isopropylthieno[3,2-d]pyrimidine-2,4-diamine ClC1=C(CNC=2C3=C(N=C(N2)NC(C)C)C=CS3)C(=CC=C1)Cl